CN(CCOC=1C=CC(=C(C(=O)N[C@H](C)C2=CC(=NC3=CC=CC=C23)C2=CN=CS2)C1)C)C (R)-5-(2-(dimethylamino)ethoxy)-2-methyl-N-(1-(2-(thiazol-5-yl)quinolin-4-yl)ethyl)benzamide